(S)-2-(dimethylamino)-3-((1R,2R)-2-methyl-2-phenylcyclopropane-1-carboxamido)propyl-N-ethyl-2-fluorobenzamide CN([C@@H](CC=1C(=C(C(=O)NCC)C=CC1)F)CNC(=O)[C@H]1[C@@](C1)(C1=CC=CC=C1)C)C